4-bromo-N-(prop-2-ynyl)benzamide BrC1=CC=C(C(=O)NCC#C)C=C1